(R)-1-(heptadecan-9-yl) 9-(2-((8-(heptadecan-9-yloxy)-8-oxooctanoyl)oxy)-3-hydroxypropyl) nonanedioate C(CCCCCCCC(=O)OC[C@@H](CO)OC(CCCCCCC(=O)OC(CCCCCCCC)CCCCCCCC)=O)(=O)OC(CCCCCCCC)CCCCCCCC